4-chloro-7-(1H-pyrazol-1-yl)quinolin-2-amine ClC1=CC(=NC2=CC(=CC=C12)N1N=CC=C1)N